COC(C1=C(C=CC=C1)[C@H]1O[C@@]([C@@H]([C@@H]1O)O)(C#N)C1=CC=C2C(=NC=NN21)N)=O ((2R,3S,4R,5R)-5-(4-aminopyrrolo[2,1-f][1,2,4]triazin-7-yl)-5-cyano-3,4-dihydroxytetrahydrofuran-2-yl)benzoic acid methyl ester